C[N+]1(CCC(=CC1)C1=NN2C(N=C(C=C2N2CCOCC2)N2N=C(C=C2)C=2C=C(C=CC2)C)=C1)C 1,1-dimethyl-4-(7-morpholino-5-(3-(m-tolyl)-1H-pyrazol-1-yl)pyrazolo[1,5-a]pyrimidin-2-yl)-1,2,3,6-tetrahydropyridin-1-ium